methyl (4,6-diamino-2-(5,7-difluoro-1-(2-fluorobenzyl)-1H-indazol-3-yl) pyrimidin-5-yl)carbamate NC1=NC(=NC(=C1NC(OC)=O)N)C1=NN(C2=C(C=C(C=C12)F)F)CC1=C(C=CC=C1)F